methyl 4-[(R)-5-methyl-4-((R)-1,1,1-trifluoro-2-hydroxypropan-2-yl)-5,6-dihydropyrazolo[1',5':1,2]pyrido[3,4-d]pyridazin-9-yl]bicyclo[2.2.2]octane-1-carboxylate C[C@H]1CN2C(C=3C=NN=C(C31)[C@@](C(F)(F)F)(C)O)=CC(=N2)C23CCC(CC2)(CC3)C(=O)OC